C(CCCC)C1COCCC1CC(=O)[O-] 3-pentyltetrahydro-2h-pyran-4-ylacetate